C(CCC)OC(C(O)C)=O Butyllactat